4-dodecyloxy-2,2,6,6-tetramethylpiperidin-1-ol C(CCCCCCCCCCC)OC1CC(N(C(C1)(C)C)O)(C)C